[O-2].[Fe+2].[Zn+2].[O-2] Zinc-iron oxide